3-(4-amino-5-(((1S,2R)-2-((4,4-difluorocyclohexyl)amino)cyclohexyl)(methyl)amino)-1-oxoisoindolin-2-yl)piperidine-2,6-dione NC1=C2CN(C(C2=CC=C1N(C)[C@@H]1[C@@H](CCCC1)NC1CCC(CC1)(F)F)=O)C1C(NC(CC1)=O)=O